C(C)=NO ethanone oxime